benzyl 6-oxo-hexanoate O=CCCCCC(=O)OCC1=CC=CC=C1